3-chloro-5-(propylsulfanyl)benzoic acid ClC=1C=C(C(=O)O)C=C(C1)SCCC